C(C)(C)(C)NC(\C=C\CN1C[C@@H](CCC1)OC1=NC=C(C=C1)\C(=C(\CC(F)(F)F)/C1=CC=CC=C1)\C=1C=C2C(=NNC2=CC1)F)=O (E)-N-(Tert-butyl)-4-((R)-3-((5-((Z)-4,4,4-trifluoro-1-(3-fluoro-1H-indazol-5-yl)-2-phenylbut-1-en-1-yl)pyridin-2-yl)oxy)piperidin-1-yl)but-2-enamide